C1=C(C(=O)NC(=O)N1[C@H]2[C@H]([C@@H]([C@H](O2)CO)O)F)I 1-(2'-deoxy-2'-fluoro-beta-D-arabinofuranosyl)-5-iodouracil